FC1=CC=C(C=C1)S(=O)(=O)C1=CC=C(C=C1)F bis-(4-fluorophenyl) sulfone